C1(CC1)N(C=1N=CC(=NC1)C1=CC(=C(C=C1O)C1=CC(N(C=N1)C)=O)F)C1C([C@@H]2CC[C@H](C1)N2)F 6-(4-(5-(cyclopropyl((1S,5R)-2-fluoro-8-azabicyclo[3.2.1]octan-3-yl)amino)pyrazin-2-yl)-2-fluoro-5-hydroxyphenyl)-3-methylpyrimidin-4(3H)-one